2-(2,6-dioxopiperidin-3-yl)-6-fluoro-1-oxo-2,3-dihydro-1H-isoindole O=C1NC(CCC1N1C(C2=CC(=CC=C2C1)F)=O)=O